7-(Bromomethyl)-5-(cyclopentyloxy)-3-methylquinoxalin-2(1H)-one BrCC1=CC(=C2N=C(C(NC2=C1)=O)C)OC1CCCC1